ClC=1C(=NC(=NC1)NC=1C=C2CCNCC2=CC1)NC1=C(C=CC=C1)P(C)C (2-((5-Chloro-2-((1,2,3,4-tetrahydroisoquinolin-6-yl)amino)pyrimidin-4-yl)amino)phenyl)dimethylphosphine